methyl (S)-3-(8-(4,5-dichloro-2-methoxyphenyl)quinolin-5-yl)-2-(2,6-difluorobenzamido)propanoate ClC1=CC(=C(C=C1Cl)C=1C=CC(=C2C=CC=NC12)C[C@@H](C(=O)OC)NC(C1=C(C=CC=C1F)F)=O)OC